FC1=C(C=CC=C1)C1=CC=C(C=C1)CCCC(=O)NC1=CC2=C(NC(N2)=O)C=C1 4-(2'-fluoro-[1,1'-biphenyl]-4-yl)-N-(2-oxo-2,3-dihydro-1H-benzo[d]imidazol-5-yl)butanamide